N1[C@H](CCC1)C(=O)NC1=CC=C(C=C1)C1=CC=C(C=C1)C(=O)O 4'-(D-prolylamino)[1,1'-biphenyl]-4-carboxylic acid